N-(4-((2-(1,1-difluoroethyl)-6-ethoxypyrimidin-4-yl)amino)-5-(2-methoxyethoxy)pyridin-2-yl)acetamide FC(C)(F)C1=NC(=CC(=N1)NC1=CC(=NC=C1OCCOC)NC(C)=O)OCC